4-[4-fluoro-2-(2,2,2-trifluoroethoxy)phenyl]-2-[4-(3-hydroxyoxetan-3-yl)phenyl]-2,3-dihydro-1H-pyrrolo[3,4-c]pyridin-1-one FC1=CC(=C(C=C1)C1=NC=CC2=C1CN(C2=O)C2=CC=C(C=C2)C2(COC2)O)OCC(F)(F)F